tert-butyl (2S)-2-[[2-bromo-4-(cyclopropanecarbonylamino)phenoxy]methyl]piperidine-1-carboxylate BrC1=C(OC[C@H]2N(CCCC2)C(=O)OC(C)(C)C)C=CC(=C1)NC(=O)C1CC1